CC1=C(C=2N(N=C1N1CC=3C=C(C=NC3CC1)C=1C=NN(C1)C1OCCCC1)C(C=CN2)=O)C 8,9-dimethyl-7-(3-(1-(tetrahydro-2H-pyran-2-yl)-1H-pyrazol-4-yl)-7,8-dihydro-1,6-naphthyridin-6(5H)-yl)-4H-pyrimido[1,2-b]pyridazin-4-one